(1r,3r)-N1-(5-(imidazo[1,2-a]pyrimidin-6-yl)-4-methoxypyrrolo[2,1-f][1,2,4]triazin-2-yl)-3-methylcyclobutane-1,3-diamine N=1C=CN2C1N=CC(=C2)C=2C=CN1N=C(N=C(C12)OC)NC1CC(C1)(N)C